((5-chloro-6-(6-fluoro-5-methoxy-2-pyridyl)-1H-indol-2-yl)methyl)carbamate ClC=1C=C2C=C(NC2=CC1C1=NC(=C(C=C1)OC)F)CNC([O-])=O